C(C)(C)(C)OC(=O)NCC(COC=1C=C2CCN(C(C2=CC1)=O)C)=CF 6-(2-tert-Butoxycarbonylaminomethyl-3-fluoroallyloxy)-2-methyl-3,4-dihydroisoquinolin-1(2H)-one